C1=CC=CC=2C3=CC=CC=C3N(C12)C1=C(C(=CC=C1)O)C1=C(C=C(C=C1C#N)C#N)O 3'-(9H-carbazol-9-yl)biphenol-3,5-dicarbonitrile